BrC=1C=C(COC=2C=C3N(C(N2)=O)CC2N3CCNC2)C=CC1F 7-((3-Bromo-4-fluorobenzyl)oxy)-3,4,11,11a-tetrahydro-1H-pyrazino[1',2':3,4]imidazo[1,2-c]pyrimidin-9(2H)-one